6-bromo-4-(4-(4-(tert-butyl)piperazin-1-yl)-3-fluorophenyl)quinazoline BrC=1C=C2C(=NC=NC2=CC1)C1=CC(=C(C=C1)N1CCN(CC1)C(C)(C)C)F